CC(CCOC(CCC(=O)OCCCCCCN(CCCCCCOC(CCC(OCCC(CCC=C(C)C)C)OCCC(CCC=C(C)C)C)=O)CCCCO)OCCC(CCC=C(C)C)C)CCC=C(C)C ((4-hydroxybutyl)azanediyl)bis(hexane-6,1-diyl) bis(4,4-bis((3,7-dimethyloct-6-en-1-yl)oxy)butanoate)